OCC(CO)(CO)NCCOCCOC=1C=C(C=C(C1)CCP(OC)(OC)=O)CCP(OC)(OC)=O tetramethyl ((5-(2-(2-((1,3-dihydroxy-2-(hydroxymethyl)propan-2-yl)amino)ethoxy)ethoxy)-1,3-phenylene)bis(ethane-2,1-diyl))bis(phosphonate)